C(C)(C)(C)[Si](C1=CC=CC=C1)(C1=CC=CC=C1)OCCCCCCCCCCC(CCCCCCCCC)CCOCC1=CC=C(C=C1)OC tert-butyl-((11-(2-((4-methoxybenzyl)-oxy)ethyl)eicosyl)oxy)diphenylmonosilane